tris(4-ethylphenyl) phosphite P(OC1=CC=C(C=C1)CC)(OC1=CC=C(C=C1)CC)OC1=CC=C(C=C1)CC